2-(4-chloro-benzyl)-5-[3-(2,5-diaza-bicyclo[2.2.1]hept-2-ylmethyl)-[1,2,4]oxadiazol-5-yl]-7-methyl-2,3-dihydro-isoindol-1-one ClC1=CC=C(CN2C(C3=C(C=C(C=C3C2)C2=NC(=NO2)CN2C3CNC(C2)C3)C)=O)C=C1